4H,5H,6H,7H-pyrazolo[1,5-a]pyridin-2-ylbut-2-ynamide N1=C(C=C2N1CCCC2)CC#CC(=O)N